2-methyl-α-terpineol CC1=C(CC(CC1)C(C)(C)O)C